FC(S(=O)(=O)C=1C=C(C=CC1)S(=O)(=O)N)(F)F 3-((trifluoromethyl)sulfonyl)benzenesulfonamide